CC1=C(SC(=C1)C1=NO[C@](C1)(C(F)(F)F)C1=CC(=C(C(=C1)Cl)Cl)Cl)C(=O)NCC(NCC(F)(F)F)=O 3-methyl-N-[2-oxo-2-(2,2,2-trifluoroethylamino)ethyl]-5-[(5S)-5-(3,4,5-trichlorophenyl)-5-(trifluoromethyl)-4H-1,2-oxazol-3-yl]thiophene-2-carboxamide